N,N-bis-(vinylphosphinyl)aminotetrahydrothiophene-1,1-dioxide C(=C)P(=O)N(P(=O)C=C)C1S(CCC1)(=O)=O